FC(C1=CC=C2C(=N1)N(C(=C2)C2=NC1=C(N2C)C(=CC(=C1)C(=O)N1[C@@H]2CC[C@H](C1)[C@H]2N)OC)CC)F (1R,4R,7R)-2-{2-[6-(Difluoromethyl)-1-ethyl-1H-pyrrolo[2,3-b]pyridin-2-yl]-7-methoxy-1-methyl-1H-1,3-benzodiazole-5-carbonyl}-2-azabicyclo[2.2.1]heptan-7-amine